(S)-(9H-fluoren-9-yl)methyl (4-(3,6-dioxopiperazin-2-yl)butyl)carbamate O=C1[C@@H](NC(CN1)=O)CCCCNC(OCC1C2=CC=CC=C2C=2C=CC=CC12)=O